methyl 2-[8-chloro-2-[2-[[(E)-3-[2-fluoro-4-(trifluoromethyl)phenyl]prop-2-enoyl]amino]acetyl]-3,4-dihydro-1H-isoquinolin-6-yl]acetate ClC=1C=C(C=C2CCN(CC12)C(CNC(\C=C\C1=C(C=C(C=C1)C(F)(F)F)F)=O)=O)CC(=O)OC